CN1N=C(C=C1OC1=C(C#N)C=CC(=C1)B1OC(C(O1)(C)C)(C)C)C(C)C 2-Methyl-5-propan-2-ylpyrazol-3-yloxy-4-(4,4,5,5-tetramethyl-1,3,2-dioxaborolan-2-yl)benzonitrile